OCCCS(=O)(=O)C1=C(C(=O)O)C=CC=C1 2-(3-hydroxypropyl-sulfonyl)benzoic acid